3-methyl-cyclobutanone CC1CC(C1)=O